COC([O-])=O.C[N+](CCCCCCCC)(C)C trimethyl-mono-n-octyl-ammonium monomethyl-carbonate